1-(2-methanesulfonylethyl)piperidin CS(=O)(=O)CCN1CCCCC1